[Si](C)(C)(C(C)(C)C)O[C@H](CN[C@@H](C)CC=C)COC (S)-N-((R)-2-((TERT-BUTYLDIMETHYLSILYL)OXY)-3-METHOXYPROPYL)PENT-4-EN-2-AMINE